CC1=C(C(=CC=C1)C)C=1C=C(C=NC1)[C@H](CC(=O)OC)NC(C([C@@H](CC)C)N1C(C=C(C=C1)C)=O)=O (3S)-methyl 3-(5-(2,6-dimethylphenyl)pyridin-3-yl)-3-((3R)-3-methyl-2-(4-methyl-2-oxopyridin-1(2H)-yl)pentanamido)propanoate